FC1=C(C(=CC=C1)C)N1CCC(CC1)N1C(N(C2=C(C1)N=C(S2)C)CC2=C(C=CC=C2)C(F)(F)F)=O 6-[1-(2-Fluoro-6-methyl-phenyl)-piperidin-4-yl]-2-methyl-4-(2-trifluoromethyl-benzyl)-6,7-dihydro-4H-thiazolo[5,4-d]pyrimidin-5-on